3-cyclopropyl-1-((4,4-difluoro-2-methylcyclopentyl)methyl)-N-(2-(S-methylsulfonimidoyl)pyridin-4-yl)-4-(trifluoromethyl)-1H-pyrazole-5-carboxamide C1(CC1)C1=NN(C(=C1C(F)(F)F)C(=O)NC1=CC(=NC=C1)S(=O)(=N)C)CC1C(CC(C1)(F)F)C